1,9-bis-(2-pyridinyl)-2,5,9,12-tetrathiatridecane N1=C(C=CC=C1)CSCCSCCCS(CCSC)C1=NC=CC=C1